C1(CC1)C1=C(C(=NO1)C1=C(C=NC=C1Cl)Cl)C1=CC2(C1)CCN(CC2)C=2SC1=C(N2)C(=CC(=C1)C(=O)NCC)F 2-(2-(5-cyclopropyl-3-(3,5-dichloropyridin-4-yl)isoxazol-4-yl)-7-azaspiro[3.5]non-1-en-7-yl)-N-ethyl-4-fluorobenzo[d]thiazole-6-carboxamide